(2r,4s)-2-(4-(3-isobutylphenyl)piperidine-1-carbonyl)-5-azaspiro[3.4]Octane C(C(C)C)C=1C=C(C=CC1)C1CCN(CC1)C(=O)C1CC2(C1)NCCC2